rel-N-(6-Amino-5-ethylpyridin-3-yl)-2-((2S,4R,5S)-4-methoxy-5-methyl-2-(4-(4-methylpiperazin-1-yl)phenyl)piperidin-1-yl)-2-oxoacetamide NC1=C(C=C(C=N1)NC(C(=O)N1[C@@H](C[C@H]([C@H](C1)C)OC)C1=CC=C(C=C1)N1CCN(CC1)C)=O)CC |o1:12,14,15|